thioacetic acid S-(4-(bis(4-methoxyphenyl) (phenyl) methoxy) butan-2-yl) ester COC1=CC=C(C=C1)C(OCCC(C)SC(C)=O)(C1=CC=CC=C1)C1=CC=C(C=C1)OC